ClC=1N=C(SC1N)C=1C=NC(=CC1)C(F)(F)F 4-chloro-2-(6-(trifluoromethyl)pyridin-3-yl)thiazol-5-amine